SC(CCC(=O)OCC(COC(CCC(C)S)=O)(COC(CCC(C)S)=O)COC(CCC(C)S)=O)C pentaerythritol tetrakis(4-mercapto valerate)